C(CCCCCCC)NCCCS(=O)(=O)O 3-(octylamino)propanesulfonic acid